1-(4-(1-((R)-2-Cyano-1-cyclopentylethyl)-1H-pyrazol-4-yl)-7H-pyrrolo[2,3-d]pyrimidin-7-yl)ethyl 5-((R)-1,2-dithiolan-3-yl)pentanoate S1S[C@@H](CC1)CCCCC(=O)OC(C)N1C=CC2=C1N=CN=C2C=2C=NN(C2)[C@H](CC#N)C2CCCC2